N-(2,6-BIS(1-METHYLETHYL)PHENYL)-N'-((1-(4-(DIMETHYLAMINO)PHENYL)CYCLOPENTYL)METHYL)UREA HYDROCHLORIDE Cl.CC(C)C1=C(C(=CC=C1)C(C)C)NC(=O)NCC1(CCCC1)C1=CC=C(C=C1)N(C)C